COCC1(CCCCC1)CNC(CC1C(NC2=C(S1)N=CC=C2)=O)=O N-((1-(methoxymethyl)cyclohexyl)meth-yl)-2-(2-oxo-2,3-dihydro-1H-pyrido[2,3-b][1,4]thiazin-3-yl)acetamide